OC=1C=C(C=2C(C3=CC=CC=C3C(C2C1)=O)=O)C 3-hydroxy-1-methylanthracene-9,10-dione